N1N=CC(=C1)CCNC1=NC(=NC(=C1C)C)C(=O)N1CCC(CC1)(C#N)C1=CC=CC=C1 1-(4-((2-(1H-pyrazol-4-yl)ethyl)amino)-5,6-dimethylpyrimidine-2-carbonyl)-4-phenylpiperidine-4-carbonitrile